COC(CN(C(C[C@@H](C)NC(=O)OC(C)(C)C)=O)CC1=CC=CC=C1)=O (R)-N-benzyl-N-(3-((tert-butoxycarbonyl)amino)butanoyl)glycine methyl ester